C1(CCC1)CNCC=1NC2=CC(=CC=C2C1)CN1N=NC(=C1)C1=C2C=NNC2=CC(=C1)I 1-cyclobutyl-N-((6-((4-(6-iodo-1H-indazol-4-yl)-1H-1,2,3-triazol-1-yl)methyl)-1H-indole-2-yl)methyl)methylamine